FC=1C=C(C=C(C1)F)C(C)OC=1C=C2C(=NNC2=CC1)C1=NC2=C(N1)CN(C2)C2CC(CC2)N(C)C 3-(2-(5-(1-(3,5-difluorophenyl)ethoxy)-1H-indazol-3-yl)-4,6-dihydropyrrolo[3,4-d]imidazol-5(1H)-yl)-N,N-dimethylcyclopentane-1-amine